Cl.CC1=CC=C(CNC(=N)NNC(=N)N)C=C1 (4-methyl)benzyl-biguanidine hydrochloride